C(C)(C)(C)OC(C(O)C1=CC=CC=C1)=O.NC[C@]1([C@@H]2C=C(C[C@@H]2C1)CC)CC(=O)O 2-((1R,5S,6S)-6-(aminomethyl)-3-ethylbicyclo[3.2.0]hept-3-en-6-yl)acetic acid tert-butyl-mandelate